Cl.FC(C1=CC=C(C=C1)[C@@H](C)N)(F)F (R)-1-(4-(trifluoromethyl)phenyl)ethylamine hydrochloride